eicosyl-cyclodecasiloxane C(CCCCCCCCCCCCCCCCCCC)[SiH]1O[SiH2]O[SiH2]O[SiH2]O[SiH2]O[SiH2]O[SiH2]O[SiH2]O[SiH2]O[SiH2]O1